O=CC(C=O)NC(C1=CC=CC=C1)=O N-(1,3-dioxopropan-2-yl)benzamide